FC=1C=2N(C=CC1C)C(=CN2)C2=NC=C(C1=C2CNC1=O)NC1=NC=C(C=C1)N1C[C@@H](OCC1)C(C)(C)O 4-(8-fluoro-7-methyl-imidazo[1,2-a]pyridin-3-yl)-7-[[5-[(2R)-2-(1-hydroxy-1-methyl-ethyl)morpholin-4-yl]-2-pyridyl]amino]-2,3-dihydro-pyrrolo[3,4-c]pyridin-1-one